COCOC1=C(C=CC=C1)C1=CC(=C(N=N1)N)N1CC2CCC(C1)N2C2=CC(=NC=C2)OCCN2CCNCC2 6-[2-(methoxymethoxy)phenyl]-4-(8-[2-[2-(piperazin-1-yl)ethoxy]pyridin-4-yl]-3,8-diazabicyclo[3.2.1]octan-3-yl)pyridazin-3-amine